C(C)(C)(C)OC(=O)N1CC(CC1)CN1N=C(C=2C1=NC=NC2N)C=2C=CC1=C(N=C(O1)N)C2 3-((4-amino-3-(2-aminobenzo[d]oxazol-5-yl)-1H-pyrazolo[3,4-d]pyrimidin-1-yl)methyl)pyrrolidine-1-carboxylic acid tert-butyl ester